C(CCCCCCC\C=C/CCCCCCCC)(=O)[O-].C(CCCCCCC\C=C/CCCCCCCC)(=O)O.C(CCCCCCC\C=C/CCCCCCCC)(=O)[O-].[OH-].[Al+3] aluminum hydroxide trioleate